COCCNC(=O)C1=NC=CN=C1 N-(2-methoxyethyl)pyrazine-2-carboxamide